(2r,3as,6s,6ar)-6-((2-aminoquinolin-7-yl)methyl)-2-(4-methyl-7H-pyrrolo[2,3-d]pyrimidin-7-yl)hexahydro-2H-cyclopenta[b]furan-3,3a-diol NC1=NC2=CC(=CC=C2C=C1)C[C@@H]1CC[C@]2([C@@H]1O[C@H](C2O)N2C=CC1=C2N=CN=C1C)O